(S)-N-(4-(4-amino-1-isopropyl-7-(1-methyl-1H-pyrazol-4-yl)-1H-pyrazolo[4,3-c]pyridin-3-yl)-2-(1-(4-fluorophenyl)ethoxy)phenyl)-1,1-difluoro-methane-sulfonamide NC1=NC=C(C2=C1C(=NN2C(C)C)C2=CC(=C(C=C2)NS(=O)(=O)C(F)F)O[C@@H](C)C2=CC=C(C=C2)F)C=2C=NN(C2)C